5-(3-hydroxy-3-methyl-1-butynyl)salicylaldehyde OC(C#CC1=CC=C(C(C=O)=C1)O)(C)C